BrC=1C(=C(C(=CC1)SC)C1=NOCC1)C 3-(3-bromo-2-methyl-6-methylthiophenyl)-4,5-dihydro-isoxazole